N-Vinyl-t-Butylcarbamat C(=C)N(C([O-])=O)C(C)(C)C